OC1=CC(=NC=C1)C#N 4-hydroxy-picolinonitrile